(1S,4r)-5'-oxo-N-((S)-7-oxo-1-(5-phenyl-1H-imidazol-2-yl)nonyl)-5'H-spiro[cyclohexane-1,7'-furo[3,4-b]pyridine]-4-carboxamide O=C1OC2(C3=NC=CC=C31)CCC(CC2)C(=O)N[C@@H](CCCCCC(CC)=O)C=2NC(=CN2)C2=CC=CC=C2